tert-butyl 2-(5-(ethylsulfonimidoyl)-2-fluorophenyl)-1H-indole-1-carboxylate C(C)S(=O)(=N)C=1C=CC(=C(C1)C=1N(C2=CC=CC=C2C1)C(=O)OC(C)(C)C)F